2-(4-aminopiperidin-1-yl)-9-isopropyl-N-(2-(pyrazin-2-yl)benzyl)-9H-purin-6-amine NC1CCN(CC1)C1=NC(=C2N=CN(C2=N1)C(C)C)NCC1=C(C=CC=C1)C1=NC=CN=C1